[N+](=O)([O-])C=1C=C2N(N1)CC1(C2)CC1 nitro-4'H,6'H-spiro[cyclopropane-1,5'-pyrrolo[1,2-b]pyrazole]